C1(CCCN1)=O 4-butanlactam